[I-].C(C)(C)(C)OC(=O)NCCNC(C[N+](C)(C)C)=O [2-[2-(tert-Butoxycarbonylamino)ethylamino]-2-oxo-ethyl]-trimethyl-ammonium iodide